[1-[4-(3-bromo-2-methyl-phenoxy)butyl]-4-piperidyl]methanol BrC=1C(=C(OCCCCN2CCC(CC2)CO)C=CC1)C